(6aR,10aR)-3-decyl-6,6,9-trimethyl-6a,7,8,10a-tetrahydro-6H-benzo[c]chromen-1-ol C(CCCCCCCCC)C=1C=C(C=2[C@H]3[C@H](C(OC2C1)(C)C)CCC(=C3)C)O